C(C)(C)C1=C2C=C(N=CC2=C(C=C1NC(C#CC)=O)N1[C@@H]([C@H](C1)CS(=O)(=O)C)C)NC1=NC(=NC=C1)N1CCC(CC1)OC N-(5-isopropyl-3-((2-(4-methoxypiperidin-1-yl)pyrimidin-4-yl)amino)-8-((2R,3S)-2-methyl-3-((methylsulfonyl)methyl)azetidin-1-yl)isoquinolin-6-yl)but-2-ynamide